2-fluoro-6-[(4-hydroxy-3-methylbutyl)amino]-9-(tetrahydro-2H-pyran-2-yl)-9H-purine FC1=NC(=C2N=CN(C2=N1)C1OCCCC1)NCCC(CO)C